NC=1C=C(OC2=C(C(=O)C3=C(C=CC=C3)C(C3=C(C=CC=C3)OC3=CC(=CC=C3)N)=O)C=CC=C2)C=CC1 bis[(3-aminophenoxy)benzoyl]benzene